OC(CCC=1C=C2CCN3C(C2=CC1)=CC=NC3=O)C(C)(C)C 9-(3-hydroxy-4,4-dimethyl-pentyl)-6,7-dihydro-pyrimido[6,1-a]isoquinolin-4-one